FC1=CC=C(C(=O)NC2=NN(C3=C(C=CC=C23)C)CC#C)C=C1 4-fluoro-N-(7-methyl-1-(prop-2-yn-1-yl)-1H-indazol-3-yl)benzamide